4-(((3s,4r)-1-((2-chloro-4-(trifluoromethyl)phenyl)sulfonyl)-4-hydroxy-4-(hydroxymethyl)pyrrolidin-3-yl)sulfonyl)benzonitrile ClC1=C(C=CC(=C1)C(F)(F)F)S(=O)(=O)N1C[C@@H]([C@@](C1)(CO)O)S(=O)(=O)C1=CC=C(C#N)C=C1